C(C)(C)(C)OC(NCCOC1=C(C=C(C=C1)C(F)(F)F)OC)=O (2-(2-methoxy-4-(trifluoromethyl)phenoxy)ethyl)carbamic acid tert-butyl ester